8-fluoro-4-(piperidin-1-yl)pyrido[4,3-d]pyrimidin FC1=CN=CC2=C1N=CN=C2N2CCCCC2